3-(5-(1,3,4-thiadiazol-2-yl)pyridin-3-yl)phenyl (cyclohexylmethyl)carbamate C1(CCCCC1)CNC(OC1=CC(=CC=C1)C=1C=NC=C(C1)C=1SC=NN1)=O